FC(C(=O)O)(F)F.NC=1N=CC(=NC1C=1OC=CN1)C=1C=C(C=CC1C([2H])([2H])[2H])S(=O)(=O)NC12CCC(C1)(C2)C#N 3-(5-Amino-6-(oxazol-2-yl)pyrazin-2-yl)-N-(4-cyanobicyclo[2.1.1]hexan-1-yl)-4-(methyl-d3)benzenesulfonamide trifluoroacetate salt